2-{3-[(2R,6S)-2,6-dimethylmorpholine-4-carbonyl]-5,6-dihydrocyclopenta[c]pyrazol-1(4H)-yl}-1-[4-(3-fluoro-4-methylphenyl)piperazin-1-yl]ethan-1-one C[C@@H]1CN(C[C@@H](O1)C)C(=O)C=1C2=C(N(N1)CC(=O)N1CCN(CC1)C1=CC(=C(C=C1)C)F)CCC2